[K].C(CCCCCCC\C=C/C\C=C/C\C=C/CC)(=O)O alpha-linolenic acid Potassium